2-(phenylthiocarbonylthio)propanoic acid C1(=CC=CC=C1)C(=S)SC(C(=O)O)C